BrC=1C=CC=C2C(=C(C(=NC12)Cl)C#N)Cl 8-bromo-2,4-dichloroquinoline-3-carbonitrile